N-(cyclohexylsulfonyl)-2,6-dihydroxy-3'-methyl-4-pentyl-[1,1'-biphenyl]-3-carboxamide C1(CCCCC1)S(=O)(=O)NC(=O)C=1C(=C(C(=CC1CCCCC)O)C1=CC(=CC=C1)C)O